tri(3-hexyl) citrate C(CC(O)(C(=O)OC(CC)CCC)CC(=O)OC(CC)CCC)(=O)OC(CC)CCC